C(C)O[C@@H]1C[C@H](C1)NC1=NN2C(C=N1)=C(C=C2)C=2C=NC=1N(C2)C=CN1 N-(trans-3-ethoxycyclobutyl)-5-(imidazo[1,2-a]pyrimidin-6-yl)pyrrolo[2,1-f][1,2,4]triazin-2-amine